C(C)N1C(=CC=C1)CCC(C)=O N-ethyl-pyrrole-2-butanone